OC(C)(C)C1=C(C=CC=C1)C(C)(C)O o-bis(α-hydroxyisopropyl)benzene